4-(2'-Fluoro-4'-methoxy-3'-propoxy-[1,1'-biphenyl]-3-yl)-1,2-oxaborolan-2-ol FC1=C(C=CC(=C1OCCC)OC)C1=CC(=CC=C1)C1CB(OC1)O